3-Bromo-7-[(dimethylamino)methyl]-2-(trifluoromethyl)-4H-pyrido[1,2-a]pyrimidin-4-one BrC1=C(N=C2N(C1=O)C=C(C=C2)CN(C)C)C(F)(F)F